C(CCCCCCC)OC(CCCCCCCCCCCCCCC)=O Octylpalmitate